FC1=C(CN2C(N3C(C(=C2)C(=O)N[C@@H]2[C@H](CCC2)O)=NC=C3)=O)C(=CC(=C1)C=1C3=CN(N=C3C=CC1)C)F 6-(2,6-difluoro-4-(2-methyl-2H-indazol-4-yl)benzyl)-N-((1S,2S)-2-hydroxycyclopentyl)-5-oxo-5,6-dihydroimidazo[1,2-c]pyrimidine-8-carboxamide